4-amino-7-chloro-6-fluoro-5-((4-methoxybenzyl)amino)phthalazin-1(2H)-one NC1=NNC(C2=CC(=C(C(=C12)NCC1=CC=C(C=C1)OC)F)Cl)=O